C(C)(C)(C)C1N(CCC1=O)C(=O)OCC1=CC=C(C=C1)CN1N=CC=C1 (4-((1H-pyrazol-1-yl)methyl)phenyl)methanol tert-butyl-3-oxopyrrolidine-1-carboxylate